iridium tantalum niobium [Nb].[Ta].[Ir]